2,5-dioxopyrrolidin-1-yl-7-(2-(((1E,3E,4E)-1,5-dichloro-6-oxohexa-1,4-dien-3-ylidene)amino)-5-hydroxyphenyl)octanoate O=C1N(C(CC1)=O)C(C(=O)[O-])CCCCC(C)C1=C(C=CC(=C1)O)/N=C(\C=C\Cl)/C=C(\C=O)/Cl